N-(pyrazol-3-yl)-N-(thien-2-ylmethyl)-2-(p-tolyloxy)acetamide N1N=C(C=C1)N(C(COC1=CC=C(C=C1)C)=O)CC=1SC=CC1